ClC1=CC(=C(C=C1)C1CCN(CC1)C1=C(C=CC=C1)NS(=O)(=O)C1=CC=C(C=C1)S(=O)(=O)N(C)CCOCCOCCOC)F N4-{2-[4-(4-chloro-2-fluorophenyl)piperidin-1-yl]phenyl}-N1-{2-[2-(2-methoxyethoxy)ethoxy]ethyl}-N1-methylbenzene-1,4-disulfonamide